CC=1NC2=C(N1)C=C(C(=C2)C)C 2,5,6-trimethylbenzimidazole